((R)-2-(2-Chloro-6-fluorophenyl)pyrrolidin-1-yl)-N-((R,E)-4-(methylsulfonyl)but-3-en-2-yl)benzamide ClC1=C(C(=CC=C1)F)[C@@H]1N(CCC1)C1=C(C(=O)N[C@H](C)\C=C\S(=O)(=O)C)C=CC=C1